hydroxymethane phosphonate P(O)(O)=O.OC